Cl.C(CCCC)OC1CCNCC1 4-(pentyloxy)piperidine hydrochloride